((2S,5R)-5-(5-amino-9-fluoro-8-methoxy-[1,2,4]triazolo[1,5-c]quinazolin-2-yl)-2-methylpiperidin-1-yl)((1S,2R)-2-methylcyclopropyl)methanone NC1=NC=2C=C(C(=CC2C=2N1N=C(N2)[C@@H]2CC[C@@H](N(C2)C(=O)[C@@H]2[C@@H](C2)C)C)F)OC